C1(CC1)N1C(=NC(=C1)C(F)(F)F)C1=CC=C(CN2C(C3C(C=4C2=NC(=NC4)C=4C(=NC=NC4OC)C4CC4)C3)=O)C=C1 (±)-5-(4-(1-cyclopropyl-4-(trifluoromethyl)-1H-imidazol-2-yl)benzyl)-3-(4-cyclopropyl-6-methoxypyrimidin-5-yl)-5,6a,7,7a-tetrahydro-6H-cyclopropa[4,5]pyrido[2,3-d]pyrimidin-6-one